trans-3-aminocyclohexanecarbonitrile hydrochloride Cl.N[C@@H]1C[C@H](CCC1)C#N